N5-((4-Methyl-6-(3-(trifluoromethyl)-5,6-dihydro-[1,2,4]triazolo[4,3-a]pyrazin-7(8H)-yl)pyridin-3-yl)methyl)isoquinoline-1,5-diamine CC1=C(C=NC(=C1)N1CC=2N(CC1)C(=NN2)C(F)(F)F)CNC=2C=1C=CN=C(C1C=CC2)N